BrC=1C(=C(C(=NC1C(F)F)C1=CC=C(CNC(C2=C(C=CC(=C2)F)OC)=O)C=C1)C#N)O N-(4-(5-bromo-3-cyano-6-(difluoromethyl)-4-hydroxypyridin-2-yl)benzyl)-5-fluoro-2-methoxybenzamide